FC=1C=C(CC=2C=NN(C2)C(=O)N[C@@H]2C(N(C3=C(OC2)C=CC(=C3)OCCN3CCOCC3)C)=O)C=CC1 (S)-4-(3-fluorobenzyl)-N-(5-methyl-7-(2-morpholinoethoxy)-4-oxo-2,3,4,5-tetrahydrobenzo[b][1,4]oxazepin-3-yl)-1H-pyrazole-1-carboxamide